C1(=CC=CC=C1)CN(CCS(=O)(=O)NC(CNC(OC(C)(C)C)=O)=O)C=1SC(=C(N1)C1=CC(=C(C=C1)Cl)Cl)CC(C)C tert-butyl 2-(2-(phenylmethyl (4-(3,4-dichlorophenyl)-5-isobutylthiazol-2-yl) amino) ethanesulfonylamino)-2-oxoethylcarbamate